C(C)C1(CCN(CC1)C1=CC=C(C=N1)C=1C=2N(C=C(N1)C=1C=NN(C1)C1CCC(CC1)=O)N=CC2C#N)C2=NC=CC=N2 4-(6-(4-ethyl-4-(pyrimidin-2-yl)piperidin-1-yl)pyridin-3-yl)-6-(1-(4-oxocyclohexyl)-1H-pyrazol-4-yl)pyrazolo[1,5-a]pyrazine-3-carbonitrile